(3s,4r)-4-((5-fluoro-4-(8-fluoro-2-(1-hydroxyethyl)-3-(prop-1-en-2-yl)imidazo[1,2-a]pyridin-6-yl)pyrimidin-2-yl)amino)tetrahydro-2H-pyran-3-ol FC=1C(=NC(=NC1)N[C@H]1[C@@H](COCC1)O)C=1C=C(C=2N(C1)C(=C(N2)C(C)O)C(=C)C)F